C(CC)OP(=O)(O)O.P(=O)(OCCC)(OCCCCC)O n-propyl (n-pentyl) phosphate n-propyl-phosphate